S1N=CN=C1C=1CCN(CC1)C(=O)OC(C)(C)C tert-butyl 4-(1,2,4-thiadiazol-5-yl)-3,6-dihydro-2H-pyridine-1-carboxylate